N''-Pentylmethyldiethylenetriamine C(CCCC)NCCNCCNC